ethyl 5-cyclopropylsulfanyl-4-oxo-1-[4-(trifluoromethoxy)phenyl]cinnoline-3-carboxylate C1(CC1)SC1=C2C(C(=NN(C2=CC=C1)C1=CC=C(C=C1)OC(F)(F)F)C(=O)OCC)=O